3-(8-Amino-6-pyridin-3-ylimidazo[1,2-a]pyrazin-3-yl)-N-(trans-4-hydroxycyclohexyl)-4-methylbenzenesulfonamide NC=1C=2N(C=C(N1)C=1C=NC=CC1)C(=CN2)C=2C=C(C=CC2C)S(=O)(=O)N[C@@H]2CC[C@H](CC2)O